4-[4-[[(3S,4R)-3-hydroxy-4-[[3-methyl-5-(trifluoromethyl)-2-pyridyl]amino]-1-piperidyl]sulfonyl]phenyl]pyridine-2-carboxamide O[C@H]1CN(CC[C@H]1NC1=NC=C(C=C1C)C(F)(F)F)S(=O)(=O)C1=CC=C(C=C1)C1=CC(=NC=C1)C(=O)N